O=C1C=2CC(CN(C2C=CN1)C1=CC=C(C=C1)C(F)(F)F)CNC(C)=O N-((5-oxo-1-(4-(trifluoromethyl)phenyl)-1,2,3,4,5,6-hexahydro-1,6-naphthyridin-3-yl)methyl)acetamide